CC1=CC(=NC(=N1)C(F)(F)F)N1CC2(C1)CN(CC2)C2=NC=C1C(=N2)N(N=C1)CC(F)(F)F 2-[6-methyl-2-(trifluoromethyl)pyrimidin-4-yl]-6-[1-(2,2,2-trifluoroethyl)-1H-pyrazolo[3,4-d]pyrimidin-6-yl]-2,6-diazaspiro[3.4]octane